B(C1=C(N=CC=C1)S(=O)(=O)N(C)C)(O)O 2-(N,N-DIMETHYLSULFAMOYL)PYRIDIN-3-YLBORONIC ACID